(4-fluorophenyl)-1H-1,2,3-triazole-4-carbonyl chloride FC1=CC=C(C=C1)N1N=NC(=C1)C(=O)Cl